C1(CC1)NC(C(C(C[C@H]1C(NCC1)=O)NC([C@H](CC(C)(C)C)NC(=O)[C@@H]1[C@H](C1)C1=CC=CC=C1)=O)=O)=O (1S,2S)-N-((2S)-1-((4-(cyclopropylamino)-3,4-dioxo-1-((S)-2-oxopyrrolidin-3-yl)butan-2-yl)amino)-4,4-dimethyl-1-oxopent-2-yl)-2-phenylcyclopropane-1-carboxamide